ClC=1C(=CC(=NC1)OC)N1N=C(C=C1)C(=O)O (5-chloro-2-methoxypyridin-4-yl)-1H-pyrazole-3-carboxylic acid